2-(2-(2-(4-(2-(1,3,7-trimethyl-2,6-dioxo-2,3,6,7-tetrahydro-1H-purin-8-ylsulfonyl)ethyl)-1H-1,2,3-triazol-1-yl)ethoxy)ethyl)pentanamide CN1C(N(C=2N=C(N(C2C1=O)C)S(=O)(=O)CCC=1N=NN(C1)CCOCCC(C(=O)N)CCC)C)=O